CC=1C=CC2=C(N=C(O2)C=CC=2OC3=C(N2)C=C(C=C3)C)C1 1,2-bis(5-methyl-2-benzoxazolyl)ethylene